propyl-(phenyl)methoxypropoxysilane Methyl-(2S)-2-[4-chloro-2-(4-butoxy-4,5-dihydroisoxazol-3-yl)phenoxy]propanoat COC([C@H](C)OC1=C(C=C(C=C1)Cl)C1=NOCC1OCCCC)=O.C(CC)[SiH2]OCCCOCC1=CC=CC=C1